Cl.CC=1N=C(C=2N(C1)C=C(N2)NC(=O)C=2C=CC(=C1C=CN=NC21)N2CCNCC2)C N-[6,8-dimethylimidazo[1,2-a]pyrazin-2-yl]-5-(piperazin-1-yl)cinnoline-8-carboxamide hydrogen chloride